1-(3-hydroxyazetidin-1-yl)-2-(2-phenylquinolin-6-yl)ethan-1-one OC1CN(C1)C(CC=1C=C2C=CC(=NC2=CC1)C1=CC=CC=C1)=O